(5-(difluoromethoxy)-1-(tetrahydro-2H-pyran-2-yl)-1H-indazol-3-yl)-2-methyl-4-(N-morpholinyl)pyridazin-3(2H)-one FC(OC=1C=C2C(=NN(C2=CC1)C1OCCCC1)C1=C(C(N(N=C1)C)=O)N1CCOCC1)F